phenyl-(1,1':4',1''-terphenyl-4-yl)-amine C1(=CC=CC=C1)NC1=CC=C(C=C1)C1=CC=C(C=C1)C1=CC=CC=C1